Racemic-1-(1-(7,8-difluoro-1-oxo-1,2-dihydroisoquinolin-4-yl)ethyl)-1-ethyl-3-(3-fluorophenyl)urea FC1=CC=C2C(=CNC(C2=C1F)=O)[C@@H](C)N(C(=O)NC1=CC(=CC=C1)F)CC |r|